N-(4-bromophenyl)-5-(2-chloro-5-(isobutyrylaminomethyl)benzoylamino)-1-isopropyl-1H-indole-2-carboxamide BrC1=CC=C(C=C1)NC(=O)C=1N(C2=CC=C(C=C2C1)NC(C1=C(C=CC(=C1)CNC(C(C)C)=O)Cl)=O)C(C)C